8-(1-bromoethyl)-6-chloro-2-(4,4-difluoropiperidin-1-yl)-3-methylpyrido[3,2-d]pyrimidin-4(3H)-one BrC(C)C1=CC(=NC2=C1N=C(N(C2=O)C)N2CCC(CC2)(F)F)Cl